Cl.FC(C1=CC(=NC=C1)OCC12CNCC2C1)(F)F 1-({[4-(trifluoromethyl)pyridin-2-yl]oxy}methyl)-3-azabicyclo[3.1.0]hexane hydrochloride